borohydride potassium salt [K+].[BH4-]